C1(=CC=CC=C1)C1CC2=CC=CC=C2CC1 2-phenyl-tetralin